2-nitroethylene-1,1-diamine C(=C(N)N)[N+](=O)[O-]